FC(C=1SC(=CN1)C=O)(F)F 2-(trifluoro-methyl)thiazole-5-carbaldehyde